BrCC1=C(C(=NC=C1)Cl)F 4-(bromomethyl)-2-chloro-3-fluoro-pyridine